N-[3-chloro-4-[4-(pyrrolidine-2-carbonyl)piperazine-1-carbonyl]phenyl]-5-[2,3-difluoro-4-[1-(2-methoxyethyl)-5-methyl-pyrazol-4-yl]phenyl]-1-methyl-imidazole-2-carboxamide ClC=1C=C(C=CC1C(=O)N1CCN(CC1)C(=O)C1NCCC1)NC(=O)C=1N(C(=CN1)C1=C(C(=C(C=C1)C=1C=NN(C1C)CCOC)F)F)C